1-(5-Iodo-2-pyrimidin-2-yl-1,2,4-triazol-3-yl)ethylamine IC=1N=C(N(N1)C1=NC=CC=N1)C(C)N